((1R,2R,7a'S)-2-fluorodihydro-1'H,3'H-spiro[cyclopropane-1,2'-pyrrolizin]-7a'(5'H)-yl)methanol F[C@@H]1C[C@@]12C[C@@]1(CCCN1C2)CO